N1CC=C1 dihydroazete